C1(CC1)C1=C(C(=NO1)C1=C(C=CC=C1Cl)Cl)COC1CN(CC1)C1=CC=C(/C(/N)=N/O)C=C1 (Z)-4-(3-((5-cyclopropyl-3-(2,6-dichlorophenyl)isoxazol-4-yl)methoxy)pyrrolidin-1-yl)-N'-hydroxybenzimidamide